OC(=O)C(F)(F)F.NCCOCCOCCOCCOCCOCCOCCOCCOCCOCCNC(CCN1C(C=CC1=O)=O)=O N-(29-amino-3,6,9,12,15,18,21,24,27-nonaoxanonacosan-1-yl)-3-(2,5-dioxo-2,5-dihydro-1H-pyrrol-1-yl)propanamide TFA salt